COCCN1CCC(CC1)CN (1-(2-methoxyethyl)piperidin-4-yl)methanamine